Isopropyl ((S)-(((1S,4R)-4-(2-amino-6-(azetidin-1-yl)-9H-purin-9-yl)cyclopent-2-en-1-yl)methoxy)(phenoxy)phosphoryl)-L-alaninate NC1=NC(=C2N=CN(C2=N1)[C@H]1C=C[C@H](C1)CO[P@](=O)(OC1=CC=CC=C1)N[C@@H](C)C(=O)OC(C)C)N1CCC1